7-hydroxy-1,2,3,4-tetrahydrocyclopenta[B]indol OC1=CC=2C3=C(NC2C=C1)CCC3